(R)-methyl 2-aminocaproate hydrochloride Cl.N[C@@H](C(=O)OC)CCCC